[Na].ClCC 2-chloroethane sodium